FC=1C=C2C=CC=C(C2=C(C1)B1OC(C(O1)(C)C)(C)C)C#C[Si](C(C)C)(C(C)C)C(C)C {[6-fluoro-8-(4,4,5,5-tetramethyl-1,3,2-dioxaborol-2-yl)naphthalene-1-yl]ethynyl}[Tris(prop-2-yl)]silane